N1=C(C=CC=C1)N1C(CCC1)C(=O)NC(C(=O)O)CCCCCCCC1=NC=2NCCCC2C=C1 2-(1-(pyridin-2-yl)pyrrolidine-2-carboxamido)-9-(5,6,7,8-tetrahydro-1,8-naphthyridin-2-yl)nonanoic acid